ClC1=CC=C2C(=C1)NC(C21N(C(C=2N=C(N(C21)C(C)C)C=2C(=CC=NC2)OC)=O)C2=C(C=CC(=C2)Cl)C)=O 5-(6-chloro-5'-(5-chloro-2-methylphenyl)-3'-isopropyl-2,6'-dioxo-5',6'-dihydro-3'H-spiro[indoline-3,4'-pyrrolo[3,4-d]imidazol]-2'-yl)-4-methoxypyridine